5-(2-((2-cyclobutylquinazolin-4-yl)thio)acetyl)thiophen C1(CCC1)C1=NC2=CC=CC=C2C(=N1)SCC(=O)C1=CC=CS1